S(=O)(=O)(O)[O-].C(CCC)N1C=[N+](C=C1)C 1-butyl-3-methylimidazolium hydrogen sulfate